Methyl 5-nitro-2-((1r,4r)-4-(2-(2,2,2-trifluoroacetoxy)ethyl)cyclohexyl)-2H-indazole-6-carboxylate [N+](=O)([O-])C1=CC2=CN(N=C2C=C1C(=O)OC)C1CCC(CC1)CCOC(C(F)(F)F)=O